tert-butyl 4-[(8-{3-iodo-4-oxo-1H,5H,6H,7H-pyrrolo[3,2-c]pyridin-2-yl}-3-methoxy-1,5-naphthyridin-2-yl)oxy]piperidine-1-carboxylate IC1=C(NC2=C1C(NCC2)=O)C=2C=CN=C1C=C(C(=NC21)OC2CCN(CC2)C(=O)OC(C)(C)C)OC